(S)-N-((S)-1-(5-bromothiophen-2-yl)ethyl)-2-methylpropane-2-sulfinamide BrC1=CC=C(S1)[C@H](C)N[S@@](=O)C(C)(C)C